Cl.N[C@@H](C(=O)OCC)C1=CC(=CC=C1)OC(F)(F)F ethyl (2R)-2-amino-2-[3-(trifluoromethoxy)phenyl]acetate hydrochloride